N1=CC(=CC=C1)C1=CC=C(C=C1)B(O)O (4-(pyridin-3-yl)phenyl)boronic acid